(4-bromobutyl)-tributylammonium bromide [Br-].BrCCCC[N+](CCCC)(CCCC)CCCC